COC(C1=C(C(=C(C(=C1F)F)S)F)F)=O 2,3,5,6-tetrafluoro-4-mercaptobenzoic acid methyl ester